3-(4-(7-chloro-3-methoxydibenzo[b,f][1,4]oxazepin-11-yl)piperazin-1-yl)-2,2-dimethylpropionic acid ClC=1C=CC2=C(OC3=C(C(=N2)N2CCN(CC2)CC(C(=O)O)(C)C)C=CC(=C3)OC)C1